C(C)C1=CC=C(S1)C=CC(=O)O 3-(5-ethyl-2-thienyl)acrylic acid